N-(3-methoxybenzyl)-N-(3-(4-methylpiperazin-1-yl)benzyl)-4-(2-morpholinoethyl)thiazol-2-amine COC=1C=C(CN(C=2SC=C(N2)CCN2CCOCC2)CC2=CC(=CC=C2)N2CCN(CC2)C)C=CC1